BrC(C(Cl)Br)Cl 1,2-dibromo-1,2-dichloro-ethane